tert-butyl N-[(1S)-1-{[(1S)-1-[5-(methoxymethyl)-1,3,4-oxadiazol-2-yl]-2,2-dimethylpropyl]carbamoyl}-4-(2-nitro-1H-imidazol-1-yl)butyl]carbamate COCC1=NN=C(O1)[C@H](C(C)(C)C)NC(=O)[C@H](CCCN1C(=NC=C1)[N+](=O)[O-])NC(OC(C)(C)C)=O